(E)-1-Hydroxy-4-[4-[(E)-3-[4-[4-(methylamino)piperidin-1-yl]phenyl]-3-oxoprop-1-enyl]phenyl]but-3-en-2-one OCC(\C=C\C1=CC=C(C=C1)\C=C\C(=O)C1=CC=C(C=C1)N1CCC(CC1)NC)=O